(4-(1-((5-cyclopropylthiazol-2-yl)amino)-1-oxopropan-2-yl)-[2,3'-bipyridine]-6'-yl)acrylamide C1(CC1)C1=CN=C(S1)NC(C(C)C1=CC(=NC=C1)C=1C=NC(=CC1)C(C(=O)N)=C)=O